(4-(1H-imidazol-2-yl)piperidin-1-yl)(1-phenyl-1H-indol-5-yl)methanone N1C(=NC=C1)C1CCN(CC1)C(=O)C=1C=C2C=CN(C2=CC1)C1=CC=CC=C1